bis(2-ethylbutyl) 9,9'-((3-(tritylthio)propyl)azanediyl)bis(8-hydroxynonanoate) C(C1=CC=CC=C1)(C1=CC=CC=C1)(C1=CC=CC=C1)SCCCN(CC(CCCCCCC(=O)OCC(CC)CC)O)CC(CCCCCCC(=O)OCC(CC)CC)O